[N+](=O)([O-])C=1C=CC(=NC1NC[C@H]1OCC1)/C=C/C(=O)OC methyl (S,E)-3-(5-nitro-6-((oxetan-2-ylmethyl)amino)pyridin-2-yl)acryloate